COCCN1C(C(C(CC1)=O)C(=O)OCC)=O ethyl 1-(2-methoxyethyl)-2,4-dioxopiperidine-3-carboxylate